(2,6-diazaspiro[3.3]Heptane-2-yl)methanone 2,2,2-trifluoroacetate FC(C(=O)O)(F)F.C1N(CC12CNC2)C=O